FC1=CC=C(OCC=2N=C3N(C=C(C=N3)C3=CC=CC=C3)C2)C=C1 2-[(4-fluorophenoxy)methyl]-6-phenyl-imidazo[1,2-a]pyrimidine